OC1=C(C=C(C=C1)C=NC1=CC=C(C=C1)O)C N-(4-hydroxy-3-methylphenylmethylene)-p-hydroxyphenylamine